COCCN(C1=CC=C(NC=2C(=NC(=C(N2)NC)C=2C3=C(C=NC2)N(C=N3)C)C(=O)N)C=C1)CCOC 3-[4-[Bis(2-methoxyethyl)amino]anilino]-5-(methylamino)-6-(3-methylimidazo[4,5-c]pyridin-7-yl)pyrazin-2-carboxamid